NC1=CC=C(C(=N1)C)OC1=CC(=NC=C1)C=1C=NN(C1)CC(C)(O)C 1-(4-(4-((6-amino-2-methylpyridin-3-yl)oxy)pyridin-2-yl)-1H-pyrazol-1-yl)-2-methylpropan-2-ol